C(C)(C)(C)N1[C@H](CCC1(O)C1=C(C=CC=C1)Cl)C (2S)-1-tert-butyl-2-methyl-5-(2-chlorophenyl)-5-hydroxypyrrolidine